O=C1N(CC2=CC(=CC=C12)OC1C(CCCC1)N1CC(C1)C=1C=NC=NC1)C1C(NC(CC1)=O)=O 3-(1-oxo-5-((2-(3-(pyrimidin-5-yl)azetidin-1-yl)cyclohexyl)oxy)isoindolin-2-yl)piperidine-2,6-dione